2(1H)-pyridone-2-aminoethanol salt NCCO.N1C(C=CC=C1)=O